O=CCNC([O-])=O 2-oxoethyl-carbamate